5-(ethylsulfonyl)-2-(naphthalen-2-yl)benzoxazole C(C)S(=O)(=O)C=1C=CC2=C(N=C(O2)C2=CC3=CC=CC=C3C=C2)C1